BrC=1C=C(C(=NC1)C=1N=C2N(C(N(C(=C2)C(F)(F)F)C2CC2)=O)C1)S(=O)(=O)CC 2-(5-bromo-3-ethylsulfonyl-2-pyridinyl)-6-cyclopropyl-7-(trifluoromethyl)imidazo[1,2-c]Pyrimidin-5-one